OC1=C(C=CC(=C1)O)C(\C=C\C1=CC(=C(C=C1)OC)COC)=O (E)-1-(2,4-Dihydroxyphenyl)-3-[4-methoxy-3-(methoxymethyl)phenyl]prop-2-en-1-one